CC1=CC=C(C=C1)S(=O)(=O)NC(N)=O 3-p-toluenesulfonylurea